N-(6-(5-chloro-7-(cyclopropyl(methyl)amino)-6-fluoro-1H-indazol-4-yl)imidazo[1,2-a]pyrazin-2-yl)-2-fluorocyclopropane-1-carboxamide ClC=1C(=C2C=NNC2=C(C1F)N(C)C1CC1)C=1N=CC=2N(C1)C=C(N2)NC(=O)C2C(C2)F